BrC1=C(C=C2C(OCC2=C1)=O)OCC1(CN(C1)C(=O)OC(C)(C)C)O tert-butyl 3-(((6-bromo-3-oxo-1,3-dihydroisobenzofuran-5-yl)oxy)methyl)-3-hydroxyazetidine-1-carboxylate